N-butylidenesulfanilic acid C(CCC)=NC1=CC=C(S(=O)(=O)O)C=C1